(R)-N-(1-(5-amino-3-(difluoromethyl)-2-fluorophenyl)ethyl)-6-methoxy-2-methyl-7-((tetrahydro-2H-pyran-4-yl)oxy)quinazolin-4-amine NC=1C=C(C(=C(C1)[C@@H](C)NC1=NC(=NC2=CC(=C(C=C12)OC)OC1CCOCC1)C)F)C(F)F